[Ca+2].P(=O)([O-])([O-])[O-].[Ca+2].[Ca+2].O=C1NC(CCC1N1C(C2=CC=C(C=C2C1)CNC(C(C1=NN(C(C=C1)=O)C)(F)F)=O)=O)=O.P(=O)([O-])([O-])[O-] N-((2-(2,6-dioxopiperidin-3-yl)-1-oxoisoindolin-5-yl)methyl)-2,2-difluoro-2-(1-methyl-6-oxo-1,6-dihydropyridazin-3-yl)acetamide di-calcium phosphate calcium